2-((2-ethyl-5-(6-(isoxazole-3-carbonyl)-2,6-diazaspiro[3.3]heptan-2-yl)-7-methylpyrazolo[1,5-a]pyridin-3-yl)(methyl)amino)-4-(4-fluorophenyl)thiazole-5-carbonitrile C(C)C1=NN2C(C=C(C=C2C)N2CC3(C2)CN(C3)C(=O)C3=NOC=C3)=C1N(C=1SC(=C(N1)C1=CC=C(C=C1)F)C#N)C